ClC1=NN2C(C=CC(=C2)OCC(C#N)(C)C)=N1 3-((2-chloro-[1,2,4]triazolo[1,5-a]pyridin-6-yl)oxy)-2,2-dimethylpropanenitrile